O=C1N(C(C2=C3C(C=CC=C13)=CC=C2)=O)CC[N+](C)(C)C 2-(1,3-dioxo-1H-benzo[de]isoquinolin-2(3H)-yl)-N,N,N-trimethylethan-1-aminium